BrC1=CC=C(OC[C@H]2O[C@H](COC2)C=C)C=C1 (2S,6S)-2-((4-bromophenoxy)methyl)-6-vinyl-1,4-dioxan